ClC1=C(C=CC=C1)C=1N=C(SC1)NC(C1=NC=C(C=C1)N1CCN(CC1)C(=O)C1CN(CC1)C)=O N-(4-(2-chlorophenyl)thiazol-2-yl)-5-(4-(1-methylpyrrolidine-3-carbonyl)piperazin-1-yl)picolinamide